3-(2-(((1R,3R,5S)-8-azabicyclo[3.2.1]octan-3-yl)amino)-5-(trifluoromethyl)pyrimidin-4-yl)-7-(dimethylphosphoryl)-1H-indole-6-carbonitrile [C@H]12CC(C[C@H](CC1)N2)NC2=NC=C(C(=N2)C2=CNC1=C(C(=CC=C21)C#N)P(=O)(C)C)C(F)(F)F